C(C)(C)(C)OC(=O)N1CC(C(CC1)N1CCN(CC1)C1=C(C=C(C=C1)N)F)(F)F 4-(4-(4-amino-2-fluorophenyl)piperazin-1-yl)-3,3-difluoropiperidine-1-carboxylic acid tert-butyl ester